C(C)(C)(C)OC(=O)N1C[C@H](CC1)C(NC=1SC2=C(N1)C(=CC=C2)C2=CC1=C(OCO1)C=C2)=O (S)-3-((4-(benzo[d][1,3]dioxol-5-yl)benzo[d]thiazol-2-yl)carbamoyl)pyrrolidine-1-carboxylic acid tert-butyl ester